3-bromo-N-[1-[5-bromo-2-[5-(difluoromethoxy)pyrimidin-2-yl]-1,2,4-triazol-3-yl]ethyl]-5-(trifluoromethyl)benzamide BrC=1C=C(C(=O)NC(C)C=2N(N=C(N2)Br)C2=NC=C(C=N2)OC(F)F)C=C(C1)C(F)(F)F